C(#N)CC1(CN(C1)C(=O)OC(C)(C)C)N1CCC(=CC1)C1=C2C(=NC(=C1)NC(=O)C1CC1)NC=C2 tert-butyl 3-(cyanomethyl)-3-(4-(6-(cyclopropanecarboxamido)-1H-pyrrolo[2,3-b]pyridin-4-yl)-3,6-dihydropyridin-1(2H)-yl)azetidine-1-carboxylate